5-(bromomethyl)-3-(tert-butyl)-1-phenyl-1H-pyrazole BrCC1=CC(=NN1C1=CC=CC=C1)C(C)(C)C